C(C)(C)N1N=NC2=C1C=CC(=C2)C2=NOC(=N2)C=2C=NC=C(C2)C 3-(1-isopropyl-1H-benzo[d][1,2,3]triazol-5-yl)-5-(5-methylpyridin-3-yl)-1,2,4-oxadiazole